N1=CNC2=NC=CC(=C21)C=2C=NN(C2)C2=CC=C(C=N2)C(CCNS(=O)(=O)C)C(F)(F)F N-(3-(6-(4-(3H-imidazo[4,5-b]pyridin-7-yl)-1H-pyrazol-1-yl)pyridin-3-yl)-4,4,4-trifluorobutyl)methanesulfonamide